CC1=CC2=C(C3=CC=C(C=C3C(=C2C=C1)OC(=O)C1C(CC=CC1)C(=O)O)C)OC(=O)C1C(CC=CC1)C(=O)O 2,6-dimethyl-9,10-bis[2-carboxy(4-cyclohexenyl)]carbonyloxyanthracene